C(C=C)(=O)N1[C@H](CN(CC1)C=1C2=C(N=C(N1)OC[C@H]1N(CCC1)C)CN(C2)CC2=CC=CC1=CC=CC(=C21)C)CC#N 2-((S)-1-acryloyl-4-(6-((8-methylnaphthalen-1-yl)methyl)-2-(((S)-1-methylpyrrolidin-2-yl)methoxy)-6,7-dihydro-5H-pyrrolo[3,4-d]pyrimidin-4-yl)piperazin-2-yl)acetonitrile